2-(phenylamino)-6-(trifluoromethyl)nicotinic acid C1(=CC=CC=C1)NC1=C(C(=O)O)C=CC(=N1)C(F)(F)F